BrC=1SC2=C(N1)C=C(C=C2)C(=O)OCC ethyl 2-bromobenzo[d]thiazole-5-carboxylate